COC(C1CCN(CC1)C1=CC=C2C=CC3=C(N(C(N3N3C(CCCC3=O)=O)=O)C)C2=C1)OC (8-(4-(dimethoxymethyl)piperidin-1-yl)-1-methyl-2-oxo-1,2-dihydro-3H-naphtho[1,2-d]imidazol-3-yl)piperidine-2,6-dione